BrC1=CC=C(C2=CC=CC=C12)Br 1,4-dibromo-naphthalene